NC1=CC(=C(C=C1)C=1C=C2C=NC(=NC2=C(C1)CC)N[C@@H]1CN(C[C@H](C1)F)C(=O)OC(C)(C)C)F (3S,5S)-tert-Butyl 3-((6-(4-amino-2-fluorophenyl)-8-ethylquinazolin-2-yl)amino)-5-fluoropiperidine-1-carboxylate